C(C1CO1)OC(CC)[Si](OCCCC)(OCCCC)OCCCC alpha-glycidoxypropyltributoxysilane